ClC1=CC=C(O1)CN (5-chlorofuran-2-yl)methylamine